silver copper zinc tin selenide [Sn]=[Se].[Zn].[Cu].[Ag]